C(CC)N1N=CC=C1C(=O)O 1-propan-yl-1H-pyrazole-5-carboxylic acid